(R)-2-(6-(3-fluoropyrrolidin-1-yl)pyridin-3-yl)-5-(isothiazol-5-yl)-4,5-dihydro-6H-imidazo[1,5-b]pyrazol-6-one hydrogen chloride salt Cl.F[C@H]1CN(CC1)C1=CC=C(C=N1)C=1C=C2N(N1)C(N(C2)C2=CC=NS2)=O